FC1=C(CC2(CCN(CC2)C=2N=C3C(=NC2C=2C=NN(C2)C)C=NC=C3)O)C=CC(=C1)F 4-(2,4-difluorobenzyl)-1-(3-(1-methyl-1H-pyrazol-4-yl)pyrido[3,4-b]pyrazin-2-yl)piperidin-4-ol